F[C@@H]1C[C@]2(CCCN2C1)COC1=NC2=C(C(=C(C=C2C(=N1)N1CC2CCC(C1)N2)Cl)C2=C(C(=CC(=N2)N)C)C(F)(F)F)F 6-(2-{[(2R,7aR)-2-fluoro-hexahydro-1H-pyrrolizin-7a-yl]methoxy}-6-chloro-4-{3,8-diazabicyclo[3.2.1]octan-3-yl}-8-fluoroquinazolin-7-yl)-4-methyl-5-(trifluoromethyl)pyridin-2-amine